OCCCCCCCCOC1=CC=C(C=C1)C1=CC=C(C=C1)C#N 4-(hydroxyoctyloxy)-4'-cyanobiphenyl